FC(C=1C=CC2=C(SC(=C2)CN2CCCC23CCN(CC3)C(=O)OC(C)(C)C)C1)(F)F t-butyl 1-((6-(trifluoromethyl)benzo[b]thiophen-2-yl)methyl)-1,8-diazaspiro[4.5]decane-8-carboxylate